{3-[5-(2-chloropyrimidin-4-yl)-1,3-thiazol-4-yl]-2-fluorophenyl}carbamate ClC1=NC=CC(=N1)C1=C(N=CS1)C=1C(=C(C=CC1)NC([O-])=O)F